The molecule is a sulfonamide containing a benzamido substituent on nitrogen. An antibacterial/antimicrobial, it is often used in conjunction with sulfathiazole and sulfacetamide as a topical, intravaginal antibacterial preparation. It has a role as an antibacterial drug and an antimicrobial drug. It is a sulfonamide, a member of benzenes and a sulfonamide antibiotic. C1=CC=C(C=C1)C(=O)NS(=O)(=O)C2=CC=C(C=C2)N